iodofuran IC=1OC=CC1